N-(3-aminopropyl)maleic acid amide NCCCNC(\C=C/C(=O)O)=O